6-chloro-2-(4,4-difluoropiperidin-1-yl)-8-(1-hydroxyethyl)-3-methylpyrido[3,2-d]pyrimidin-4(3H)-one ClC=1C=C(C=2N=C(N(C(C2N1)=O)C)N1CCC(CC1)(F)F)C(C)O